methyl (S)-2-((4-((6-((2-fluoro-4-((trimethylsilyl)ethynyl)phenoxy)methyl)pyridin-2-yl)oxy)piperidin-1-yl)methyl)-1-(oxetan-2-ylmethyl)-1H-benzo[d]imidazole-6-carboxylate FC1=C(OCC2=CC=CC(=N2)OC2CCN(CC2)CC2=NC3=C(N2C[C@H]2OCC2)C=C(C=C3)C(=O)OC)C=CC(=C1)C#C[Si](C)(C)C